C(C)OC(=O)C1C(C2=C(N(CC1)S(=O)(=O)C1=CC=C(C)C=C1)C=CC(=C2)F)=O.C21(C(CCCC2)O1)CC[Si](OCC)(OCC)OCC epoxycyclohexylethyltriethoxysilane ethyl-7-fluoro-5-oxo-1-tosyl-2,3,4,5-tetrahydro-1H-benzo[b]azepine-4-carboxylate